N-cyclopropyl-3-(6-((1-hydroxy-2-methylpropan-2-yl)amino)-5-(3-hydroxyazetidine-1-carbonyl)pyridin-3-yl)-4-methylbenzamide C1(CC1)NC(C1=CC(=C(C=C1)C)C=1C=NC(=C(C1)C(=O)N1CC(C1)O)NC(CO)(C)C)=O